FC=1C=CC(=NC1)NC(C1=NC(=CC=C1)C)=O N-(5-fluoropyridin-2-yl)-6-methylpicolinamide